The molecule is an L-tryptophan derivative in which the hydrogen at position 2 on the indole ring is replaced by a methyl group. It has a role as a bacterial metabolite. It is a tautomer of a 2-methyl-L-tryptophan zwitterion. CC1=C(C2=CC=CC=C2N1)C[C@@H](C(=O)O)N